FC1=CC2=C(NC=N2)C=C1F 5,6-bisfluoro-1H-benzo[d]Imidazole